(2-Acetylamino-phenyl)boronic acid C(C)(=O)NC1=C(C=CC=C1)B(O)O